Cl[Si](CC[Si](Cl)(Cl)Cl)(Cl)Cl 1,1,1,4,4,4-hexachloro-1,4-disilabutane